[2H]B([2H])[2H] trideuterioborane